CN(CCCCCCCCCC(=O)N(CCCCCCCC)CCCCCCCC)CCCCCCCCCC(=O)N(CCCCCCCC)CCCCCCCC 10,10'-(METHYLAZANEDIYL)BIS(N,N-DIOCTYLDECANAMIDE)